C(C1=CC=CC=C1)OC1=C(C(=NC(=C1)C)Cl)C(C)=O 1-(4-benzyloxy-2-chloro-6-methyl-3-pyridinyl)ethanone